C(C)(C)(C)[C@@H]1N(CCC(C1)CC(C)(C)NCC(O)C=1C=NC=C(C1)F)C(=O)OC[C@@H]1[C@H]([C@H]([C@@H](O1)N1C(=O)N=C(N)C(=C1)OC)O)O 5-methoxycytidine tert-Butyl-(R)-4-(2-((2-(5-fluoropyridin-3-yl)-2-hydroxyethyl)amino)-2-methylpropyl)piperidine-1-carboxylate